N-(5,7-Dichloro-1,3-benzoxazol-2-yl)-3,3,5-trimethylcyclohexan-1-carboxamid ClC=1C=C(C2=C(N=C(O2)NC(=O)C2CC(CC(C2)C)(C)C)C1)Cl